(R and S)-7-amino-2-(quinuclidin-3-ylmethyl)isoindolin-1-one NC=1C=CC=C2CN(C(C12)=O)C[C@H]1CN2CCC1CC2 |r|